C1=C(C=CC=2OC3=C(C21)C=CC=C3)C=3C(=C(C=2C=CC1=CC=C(C=4C=CC3C2C41)NC4=CC=CC=C4)NC4=CC=CC=C4)C4=CC1=C(OC2=C1C=CC=C2)C=C4 bis(dibenzofuran-2-yl)-N,N'-diphenylpyrene-1,6-diamine